ClC=1SC(=CC1S(=O)(N)=NC(NC1=C(C=C(C=C1C(C)C)F)C(C)C)=O)Cl 2,5-dichloro-N'-((4-fluoro-2,6-diisopropylphenyl)carbamoyl)thiophene-3-sulfonimidamide